C1(=CC=CC=C1)C1=C(C(C(=C(C1=N)C)C1=CC=CC=C1)=N)C diphenyl-2,5-dimethyl-1,4-benzoquinone diimine